5-((1H-Indol-3-yl)methyl)-3-methyl-2-thioxoimidazolidin-4-on N1C=C(C2=CC=CC=C12)CC1C(N(C(N1)=S)C)=O